ClC=1C(=C(C(=CC1)C(F)F)C1=CN=CC(=N1)C(=O)NC=1C=NN(C1)C(C)C=1C(=NC(=NC1)S(=O)(=O)C)C)F 6-(3-Chloro-6-(difluoromethyl)-2-fluorophenyl)-N-(1-(1-(4-methyl-2-(methylsulfonyl)pyrimidin-5-yl)ethyl)-1H-pyrazol-4-yl)pyrazine-2-carboxamide